(3S)-N-(cyclopropylmethyl)-6-(trifluoromethyl)-2,3-dihydrobenzofuran-3-amine C1(CC1)CN[C@@H]1COC2=C1C=CC(=C2)C(F)(F)F